FC1=C(C=CC(=C1)F)S(=O)(=O)NC=1C(=NC=C(C1)C=1C=C2C(=NC=NC2=CC1)N1CC2CCC(C1)N2C(\C=C\C(C)=O)=O)OC 2,4-difluoro-N-(2-methoxy-5-(4-(8-((E)-4-oxopent-2-enoyl)-3,8-diazabicyclo[3.2.1]octan-3-yl)quinazolin-6-yl)pyridin-3-yl)benzenesulfonamide